isopropyl (Z)-2-bromo-3-(3-bromo-1H-1,2,4-triazol-1-yl)acrylate Br\C(\C(=O)OC(C)C)=C/N1N=C(N=C1)Br